dicyclopentadiene Iron [Fe].C1=CC=CC1.C1=CC=CC1